BrC1=C(C=C(C=C1)C1OC1)F 2-(4-bromo-3-fluorophenyl)oxirane